OCC1=C(C=NC(=C1)C(F)(F)F)C1=CC=C(C=C1)C1(COC1)C(=O)NC1=CC=C(C=C1)OC(F)(F)F 3-(4-(4-(hydroxymethyl)-6-(trifluoromethyl)pyridin-3-yl)phenyl)-N-(4-(trifluoromethoxy)phenyl)oxetan-3-carboxamide